OC1=C(C(=O)O)C=C(C=C1Cl)Cl 2-hydroxy-3,5-dichlorobenzoic acid